(E)-N-(6-ethynylpyridin-3-yl)-3-(8-methyl-3-(p-tolyl)-1,4,8-triazaspiro[4.5]decan-1,3-dien-2-yl)acrylamide C(#C)C1=CC=C(C=N1)NC(\C=C\C1=NC2(N=C1C1=CC=C(C=C1)C)CCN(CC2)C)=O